C[C@H]1N(CCC(C1)N)C1CCNCC1 r-methyl-[1,4'-bipiperidin]-4-amine